C(C)(C)(C)C=1N=C(NC1[N+](=O)[O-])C1=CC=C(C=C1)Cl 4-(tert-butyl)-2-(4-chlorophenyl)-5-nitro-1H-imidazole